allyl hydrazinecarboxylate N(N)C(=O)OCC=C